OC(C(N)CC1=CC=CC=C1)(O)O Trihydroxyamphetamine